FC(C1=NC(=NO1)C1=CC=C(C=C1)CN1S(C=CC1)(=O)=O)(F)F 2-[[4-[5-(trifluoromethyl)-1,2,4-oxadiazol-3-yl]phenyl]methyl]-3H-isothiazole 1,1-dioxide